ClC=1C=C2C[C@@H](CC2=CC1)NC1=NC=C(C=N1)C(=O)N1CCC12COC2 (R)-(2-((5-chloro-2,3-dihydro-1H-inden-2-yl)amino)pyrimidin-5-yl)(6-oxa-1-azaspiro[3.3]hept-1-yl)methanone